C(#N)C1=CC=2C=NC(=CC2N1COCC[Si](C)(C)C)NC1C[C@@H]2CC[C@H](C1)N2C(=O)OC(C)(C)C tert-butyl (1S,5R)-3-[[2-cyano-1-(2-trimethylsilylethoxymethyl)pyrrolo[3,2-c]pyridin-6-yl]amino]-8-azabicyclo[3.2.1]octane-8-carboxylate